1-methyl-2-vinylpyridine triflate OS(=O)(=O)C(F)(F)F.CN1C(C=CC=C1)C=C